BrC1=CC=C(C=C1)NC(=O)[C@@H]1N(CCCC1)C(=O)OC(C)(C)C tert-butyl (2R)-2-[(4-bromophenyl)carbamoyl]piperidine-1-carboxylate